N-(4-cyclobutyl-5-(3,5-difluorophenyl)-1-methyl-1H-pyrazol-3-yl)-2-(1-(difluoromethyl)cyclopropyl)acetamide C1(CCC1)C=1C(=NN(C1C1=CC(=CC(=C1)F)F)C)NC(CC1(CC1)C(F)F)=O